C1(=CC=CC=C1)C=1C2=CC=CC=C2C(=C2C=CC(=CC12)C=1C=C(C=CC1)C1=CC=2C=CC=CC2C=2C3=C(OC21)C=CC=C3)C3=CC=CC=C3 6-[3-(9,10-diphenyl-2-anthracenyl)phenyl]benzo[b]naphtho[1,2-d]furan